C(C)C1=CC=CC2=CC3=C(C=CC=C3C(=C12)OC(=O)C1C(CC(=CC1)C)C(=O)O)CC 1,5-diethyl-9-[2-carboxy(4-methyl-4-cyclohexenyl)]carbonyloxyanthracene